6-(2-fluoro-6-methoxypyridin-3-yl)-5-((2,4,6-trifluorobenzyl)thio)thiazolo-[4,5-d]pyrimidin-7(6H)-one FC1=NC(=CC=C1N1C(=NC2=C(C1=O)SC=N2)SCC2=C(C=C(C=C2F)F)F)OC